N-((2-(cyclopropanesulfonamido)thiazol-4-yl)methyl)-[1,1'-biphenyl]-4-carboxamide C1(CC1)S(=O)(=O)NC=1SC=C(N1)CNC(=O)C1=CC=C(C=C1)C1=CC=CC=C1